Cl.C1N(CC12CCNCC2)C2=NC=NC=C2OC2=C(C(=O)N(C(C)C)CC(F)F)C=C(C=C2)F ((4-(2,7-diazaspiro[3.5]non-2-yl)pyrimidin-5-yl)oxy)-N-(2,2-difluoroethyl)-5-fluoro-N-isopropylbenzamide hydrochloride